OC1=CC(=C(C=C1)NC1=NNC(=C1)C1=CC=C(C=C1)N1CCCC1)C 1-(4-(3-((4-hydroxy-2-methylphenyl)amino)-1H-pyrazol-5-yl)phenyl)pyrrolidin